C(CCC)C1=NC2(CN1CC1=CC=C(C=C1)C1=C(C=CC=C1)C=1N=NNN1)CCCC2 2-butyl-3-[[4-[2-(2H-tetrazol-5-yl)phenyl]phenyl]methyl]-1,3-diazaspiro[4.4]non-1-en